1,1-dioxo-1λ6-thiacyclopentane O=S1(CCCC1)=O